OC1=NC=2N=C(NC(C2N1)=O)N 8-(hydroxyl)guanine